C(C)(C)(C)OC(NC1=NC(=CC=C1)COCCC1=CC(=C(C=C1)OC)[N+](=O)[O-])=O tert-Butyl-(6-((4-methoxy-3-nitrophenethoxy)methyl)pyridin-2-yl)carbamate